[2-(1-methylethyl)-1,3-dioxan-5-yl]amine CC(C)C1OCC(CO1)N